5-chloro-4-(2-((1,1-difluoropropan-2-yl)amino)ethyl)-1-(2,4,6-trifluorobenzyl)-1H-Pyrazole-3-carboxylic acid ClC1=C(C(=NN1CC1=C(C=C(C=C1F)F)F)C(=O)O)CCNC(C(F)F)C